6-chloro-2-(4-fluorophenyl)-[1,2,4]triazolo[1,5-a]pyridine ClC=1C=CC=2N(C1)N=C(N2)C2=CC=C(C=C2)F